6-(3-Fluoro-5-isobutoxyphenyl)-N-(1H-pyrazol-3-ylsulfonyl)-2-(2,4,6-trimethylphenoxy)pyridin-3-carboxamid FC=1C=C(C=C(C1)OCC(C)C)C1=CC=C(C(=N1)OC1=C(C=C(C=C1C)C)C)C(=O)NS(=O)(=O)C1=NNC=C1